BrC1=CC(=CC=2CCOC21)[C@@H](C)NCC (R)-1-(7-bromo-2,3-dihydrobenzofuran-5-yl)-N-ethylethan-1-amine